C(C=C)OCC(C(=O)OC(C)CC)=C s-butyl α-allyloxymethylacrylate